COC([C@H](C[C@H]1C(NCC1)=O)NC(=O)C1N(CC2(C1)CCOCC2)C(=O)OC(C)(C)C)=O tert-butyl 3-[[(1S)-2-methoxy-2-oxo-1-[[(3S)-2-oxopyrrolidin-3-yl]methyl]ethyl]carbamoyl]-8-oxa-2-azaspiro[4.5]decane-2-carboxylate